OC(CCC(=O)[O-])CCCCCCCCCCCC.[K+] potassium 4-hydroxyhexadecanoate